2-(2H-1,2,3-triazol-2-yl)ethan-1-amine N=1N(N=CC1)CCN